COC(=O)C=1C(N(C2=CC(=CC=C2C1N)OCC)C1=CC=C(C=C1)N)=O 4-amino-1-(4-aminophenyl)-7-ethoxy-2-oxo-1,2-dihydroquinoline-3-carboxylic acid methyl ester